C(C)(C)(C)OC(N[C@@H]1C(N(CCCC1)CCCNC(=O)OC(C)(C)C)=O)=O (S)-(1-(3-((tert-butoxycarbonyl)amino)propyl)-2-oxoazepan-3-yl)carbamic acid tert-butyl ester